FC(C=1C=NN(C1C1=NC(=NO1)C1(CC1)C1=C(C=CC=C1)C)C)F 5-(4-(difluoromethyl)-1-methyl-1H-pyrazol-5-yl)-3-(1-(o-tolyl)cyclopropyl)-1,2,4-oxadiazole